iridium(III) bis[phenyl-(methyl-d3)pyridine] C1(=CC=CC=C1)C=1C(=NC=CC1)C([2H])([2H])[2H].C1(=CC=CC=C1)C=1C(=NC=CC1)C([2H])([2H])[2H].[Ir+3]